N-[[(2R)-2-(3-cyanophenyl)oxetan-2-yl]methyl]-2-cycloheptyl-acetamide C(#N)C=1C=C(C=CC1)[C@@]1(OCC1)CNC(CC1CCCCCC1)=O